(E)-6-Chloro-3-(3-(4-methoxyphenyl)acryloyl)quinolin-2(1H)-one ClC=1C=C2C=C(C(NC2=CC1)=O)C(\C=C\C1=CC=C(C=C1)OC)=O